tert-butyl ((5-bromoquinolin-2-yl)methyl)carbamate BrC1=C2C=CC(=NC2=CC=C1)CNC(OC(C)(C)C)=O